((1S,3R)-3-Aminocyclohexyl)-6-nitroisoindolin-1-one N[C@H]1C[C@H](CCC1)N1C(C2=CC(=CC=C2C1)[N+](=O)[O-])=O